C(C)(C)(C)OC(=O)N1C2C(CC(C1)CC2)=O.C(C)N(CC(=O)C2=CNC1=NC=C(C=C12)OC)C 2-(Ethyl-(methyl)amino)-1-(5-methoxy-1H-pyrrolo[2,3-b]pyridin-3-yl)ethan-1-one tert-butyl-6-oxo-2-azabicyclo[2.2.2]octane-2-carboxylate